CN(C1=CC=CC(=N1)NCC1=CC(=C(C(=C1)OCC1=CC=C(C=C1)OC)N1CC(NS1(=O)=O)=O)F)C 5-[4-[[[6-(dimethylamino)-2-pyridyl]amino]methyl]-2-fluoro-6-[(4-methoxyphenyl)methoxy]phenyl]-1,1-dioxo-1,2,5-thiadiazolidin-3-one